N-[4-(3-Cyanophenyl)-5-[2-methyl-6-(trifluoromethyl)-4-pyridyl]thiazol-2-yl]-1-oxo-1,4-thiazinan-4-carboxamid C(#N)C=1C=C(C=CC1)C=1N=C(SC1C1=CC(=NC(=C1)C(F)(F)F)C)NC(=O)N1CCS(CC1)=O